(+-)-N-(3-aminopropyl)-N-(tetradecyloxy)-1-propylaminium bromide [Br-].NCCC[NH+](OCCCCCCCCCCCCCC)CCC